N-((4-(2-Hydroxypropan-2-yl)-2-methylphenyl)sulfonyl)-2-(5-(2-methoxypyridin-4-yl)-2,3-dihydro-1H-inden-4-yl)acetamide, potassium salt [K].OC(C)(C)C1=CC(=C(C=C1)S(=O)(=O)NC(CC1=C2CCCC2=CC=C1C1=CC(=NC=C1)OC)=O)C